FC1=C(SC(=C1)CNC)[S@@](=O)(N)=NC(NC1=C2CCCC2=CC=2CCCC12)=O |o1:9| (R) or (S)-3-fluoro-N'-((1,2,3,5,6,7-hexahydro-s-indacen-4-yl)carbamoyl)-5-((methylamino)methyl)thiophene-2-sulfonimidamide